2-ethyl-9,10-bis(tert-butoxycarbonylmethylene)anthracene C(C)C1=CC=2C(C3=CC=CC=C3C(C2C=C1)=CC(=O)OC(C)(C)C)=CC(=O)OC(C)(C)C